COC([C@@H](N(C)C1=CC=CC2=CC=CC=C12)C)=O N-methylnaphthylalanine methyl ester